3,5-Difluoro-2-(1-methyl-6-(methyl(tetrahydro-2H-pyran-4-yl)amino)-1H-pyrazolo[4,3-c]pyridin-3-yl)-6-(trifluoromethyl)pyridin-4-ol FC=1C(=NC(=C(C1O)F)C(F)(F)F)C1=NN(C2=C1C=NC(=C2)N(C2CCOCC2)C)C